NC1=NC=CC=C1C1=NC=2C(=NC=CC2)N1C1=CC=C(CNC2=CC=CC(=N2)C#N)C=C1 6-((4-(2-(2-aminopyridin-3-yl)-3H-imidazo[4,5-b]pyridin-3-yl)benzyl)amino)picolinonitrile